Boc-Nε-trifluoroacetyl-L-lysine C(=O)(OC(C)(C)C)N[C@@H](CCCCNC(C(F)(F)F)=O)C(=O)O